3-methyl-N-[(1s,4s)-4-{[2-(trifluoromethyl)quinolin-4-yl]amino}cyclohexyl]furan-2-carboxamide CC1=C(OC=C1)C(=O)NC1CCC(CC1)NC1=CC(=NC2=CC=CC=C12)C(F)(F)F